(R)-N-(1-methylpiperidin-3-yl)-1-(2-(prop-1-yn-1-yl)-4-(trifluoromethyl)phenyl)pyrido[3,4-d]pyridazin-4-amine formate C(=O)O.CN1C[C@@H](CCC1)NC=1N=NC(=C2C1C=NC=C2)C2=C(C=C(C=C2)C(F)(F)F)C#CC